L-α-amino-β-imidazolyl-propionic acid N[C@H](C(=O)O)CC=1NC=CN1